3-(6-methoxy-5-(2-methyl-1,3-dioxolan-2-yl)pyridin-3-yl)-4-oxopiperidine-1-carboxylic acid tert-butyl ester C(C)(C)(C)OC(=O)N1CC(C(CC1)=O)C=1C=NC(=C(C1)C1(OCCO1)C)OC